NC1=CC=C(S1)OC1=CC=NC2=CC=CC=C12 4-((5-aminothiophen-2-yl)oxy)quinoline